(S)-3-(3-pentyl)-6-((1,2,3,4-tetrahydro-1-naphthyl)amino)pyrimidine-2,4(1H,3H)-dione CCC(CC)N1C(NC(=CC1=O)N[C@H]1CCCC2=CC=CC=C12)=O